6-amino-4-((2-methoxyphenyl)amino)-N-phenylpyridinamide NC1=CC(=CC(=N1)C(=O)NC1=CC=CC=C1)NC1=C(C=CC=C1)OC